(E)-N,3-diphenylprop-2-enamide C1(=CC=CC=C1)NC(\C=C\C1=CC=CC=C1)=O